4-Methoxy-3-(2,2,2-trifluoro-1-methoxyethyl)pyrazolo[1,5-a]pyridin-5-amine COC=1C=2N(C=CC1N)N=CC2C(C(F)(F)F)OC